C(C)(C)N1N=CC(=C1B1OC(C(O1)(C)C)(C)C)C 1-isopropyl-4-methyl-5-(4,4,5,5-tetramethyl-1,3,2-dioxaborolan-2-yl)pyrazole